tabun (ethyl N,N-dimethylphosphoramidocyanidate) C(C)CN(P(O)(=O)C#N)C.O=P(C#N)(N(C)C)OCC